CC1=NN2C(C=C(C=C2)C2=C(C=CC(=N2)C#N)C=2C=NN(C2)CC(C(F)(F)F)(C)C)=N1 6-(2-methyl[1,2,4]triazolo[1,5-a]pyridin-7-yl)-5-[1-(3,3,3-trifluoro-2,2-dimethylpropyl)-1H-pyrazol-4-yl]pyridine-2-carbonitrile